(6-chloro-1H-indol-1-yl)(naphthalen-2-yl)methanone ClC1=CC=C2C=CN(C2=C1)C(=O)C1=CC2=CC=CC=C2C=C1